3,3-dihydroxymethyl-epoxybutane oleyl-α-methallyloxymethylacrylate C(CCCCCCC\C=C/CCCCCCCC)OC(C(=C)COCC(C)=C)=O.OCC(C1CO1)(C)CO